CC(CC[C@@]1(NC(NC1=O)=O)CNC(OC(C)(C)C)=O)C |r| rac-tert-butyl {[4-(3-methylbutyl)-2,5-dioxoimidazolidin-4-yl]methyl}carbamate